2-[(2,4-dimethyl-6-oxo-1H-pyridine-3-carbonyl)amino]-4-[4-(5,6,7,8-tetrahydro-1,8-naphthyridin-2-yl)butoxy]butanoic acid CC=1NC(C=C(C1C(=O)NC(C(=O)O)CCOCCCCC1=NC=2NCCCC2C=C1)C)=O